8-(1-bromoethyl)-6-methyl-2-(2-methylindazol-5-yl)chromen-4-one BrC(C)C=1C=C(C=C2C(C=C(OC12)C1=CC2=CN(N=C2C=C1)C)=O)C